6-isocyanatohexyl-dimethyl-ethoxysilane N(=C=O)CCCCCC[Si](OCC)(C)C